C1(CC1)C12CCC(CC1)(CC2)C(=O)OC methyl 4-cyclopropylbicyclo[2.2.2]octane-1-carboxylate